N1=CC(=CC=C1)C=1OC2=C(N1)C=C(C=C2)NC(=O)C=2C=C1N=CC=NC1=CC2 N-[2-(pyridin-3-yl)-1,3-benzoxazol-5-yl]quinoxaline-6-carboxamide